2,7-di-tert-butyl-9,9-dimethyl-9H-xanthene C(C)(C)(C)C1=CC=2C(C3=CC(=CC=C3OC2C=C1)C(C)(C)C)(C)C